C(C)N1N=C(C=C1C(=O)Cl)C 2-ethyl-5-methyl-pyrazole-3-carbonyl chloride